ClC1=CC(=C(C=C1)C1(OC2=C(O1)C=CC=C2C2CCN(CC2)CC2=C(C=CC(=N2)/C(=N\O)/N)OC2CCCC2)C)F (E)-6-((4-(2-(4-chloro-2-fluorophenyl)-2-methylbenzo[d][1,3]dioxol-4-yl)piperidin-1-yl)methyl)-5-(cyclopentyloxy)-N'-hydroxypyridineformamidine